COC(C1=C(C=C(C=C1)N(C)C)O)=O 4-(dimethylamino)-2-hydroxybenzoic acid methyl ester